FCCOC=1C=C(C=CC1OC)[C@H](C1CCN(CC1)C(=O)C=1C=CC2=C(NC(CO2)=O)C1)C1=CC=CC=C1 6-[4-[(R)-[3-(2-Fluoroethoxy)-4-methoxyphenyl]-phenylmethyl]piperidin-1-carbonyl]-4H-1,4-benzoxazin-3-on